CN(C=1SC=2N=C(SC2N1)C1=NC=C(N=C1)C=1C=NNC1)C1C[C@]2(CC[C@@](C1)(N2C)C)C N-Methyl-5-[5-(1H-pyrazol-4-yl)pyrazin-2-yl]-N-[(1R,3s,5S)-1,5,8-trimethyl-8-azabicyclo[3.2.1]octan-3-yl][1,3]thiazolo[5,4-d][1,3]thiazol-2-amin